(4R,5S,6S)-3-((3S,5S)-5-(dimethylcarbamoyl)pyrrolidin-3-ylthio)-4-methyl-6-((R)-1-(methylsulfonylamino)ethyl)-7-oxo-1-azabicyclo[3.2.0]hept-2-ene-2-carboxylic acid CN(C(=O)[C@@H]1C[C@@H](CN1)SC1=C(N2C([C@@H]([C@H]2[C@H]1C)[C@@H](C)NS(=O)(=O)C)=O)C(=O)O)C